1-methyl-3-decylimidazolium CN1C=[N+](C=C1)CCCCCCCCCC